BrC1=NC=CC(=C1)NC1=C(C(N(C2=NC(=CC=C12)C(F)(F)F)C1=CC=CC=C1)=O)C#N 4-((2-Bromopyridin-4-yl)amino)-2-oxo-1-phenyl-7-(trifluoromethyl)-1,2-dihydro-1,8-naphthyridine-3-Formonitrile